ethyl 3-(2-amino-3-fluoro-4-(hydroxymethyl) phenyl)-1-methyl-1H-pyrazole-4-carboxylate NC1=C(C=CC(=C1F)CO)C1=NN(C=C1C(=O)OCC)C